OC=1C=C2C=C(C=NC2=CC1)C1COC2(C1)CCN(CC2)C(=O)OC(C)(C)C tert-butyl 3-(6-hydroxy-3-quinolyl)-1-oxa-8-azaspiro[4.5]decane-8-carboxylate